N-((1R,3s,5S)-8-Benzyl-8-azabicyclo[3.2.1]octan-3-yl)-1H-indol-6-carboxamid C(C1=CC=CC=C1)N1[C@H]2CC(C[C@@H]1CC2)NC(=O)C2=CC=C1C=CNC1=C2